2-((tert-butoxycarbonyl)amino)-10-oxoundec-8-enoic acid methyl ester COC(C(CCCCCC=CC(C)=O)NC(=O)OC(C)(C)C)=O